(S)-5-(2-(6-(2-chloro-3,5-difluorophenyl)-4-((3-(trifluoromethyl)phenyl)sulfonyl)-3,4-dihydro-2H-benzo[b][1,4]oxazin-2-yl)ethyl)-1,3,4-oxadiazol-2(3H)-one ClC1=C(C=C(C=C1F)F)C1=CC2=C(O[C@H](CN2S(=O)(=O)C2=CC(=CC=C2)C(F)(F)F)CCC2=NNC(O2)=O)C=C1